(3,3,4,4,5,5,6,6-Octafluorohexoxymethyl)oxirane FC(CCOCC1OC1)(C(C(C(F)F)(F)F)(F)F)F